C(CCC)(=O)O 1-butanoic acid